N-(2-(benzo[d][1,3]dioxol-5-yl)-4-hydroxyphenethyl)acetamide O1COC2=C1C=CC(=C2)C2=C(CCNC(C)=O)C=CC(=C2)O